C(C1=CC=CC=C1)OCCC1=CC=C(N1[C@@H](C)CC)C(=O)NC=1C=C(C=CC1C(F)(F)F)[C@@H]1[C@@H](C1)C(=O)OCC Ethyl (1R,2S)-2-{3-[({5-[2-(benzyloxy)ethyl]-1-[(2S)-2-butanyl]-1H-pyrrol-2-yl}carbonyl)amino]-4-(trifluoromethyl)phenyl}cyclopropanecarboxylate